methyl isobutyryl Peroxide C(C(C)C)(=O)OOC